ClC=1C=C(C=CC1OC)N1N=C(C2=C1CCOC2)C(=O)N2CCN1CCC2CC1 [1-(3-chloro-4-methoxyphenyl)-1,4,6,7-tetrahydropyrano[4,3-c]pyrazol-3-yl]-(1,4-diazabicyclo[3.2.2]nonan-4-yl)methanone